C1(=CC=CC=C1)C1CC(NC=C1)=O 4-phenyl-3,4-dihydropyridin-2(1H)-one